4-(2,6-dibenzyloxy-3-pyridyl)phenol C(C1=CC=CC=C1)OC1=NC(=CC=C1C1=CC=C(C=C1)O)OCC1=CC=CC=C1